CC1=C(NC=C1C(=O)C=1C=NC(=CC1)C(F)(F)F)C(=O)OCC ethyl 3-methyl-4-(6-(trifluoromethyl)pyridine-3-carbonyl)-1H-pyrrole-2-carboxylate